3-(4-chloro-6-methyl-7H-pyrrolo[2,3-d]pyrimidin-5-yl)-5-cyclopropylisoxazole-4-carboxylic acid benzyl ester C(C1=CC=CC=C1)OC(=O)C=1C(=NOC1C1CC1)C1=C(NC=2N=CN=C(C21)Cl)C